Dioctylmaleat C(CCCCCCC)/C(=C(/C(=O)[O-])\CCCCCCCC)/C(=O)[O-]